Benzyl 4-(2,4-difluoro-5-(methylcarbamoyl)phenyl)piperazine-1-carboxylate FC1=C(C=C(C(=C1)F)C(NC)=O)N1CCN(CC1)C(=O)OCC1=CC=CC=C1